5-(1-methyl-1H-tetrazol-5-yl)-2-(7-(2,2,6,6-tetramethyl-1,2,3,6-tetrahydropyridin-4-yl)imidazo[1,2-a]pyrimidin-2-yl)phenol formate C(=O)OC1=C(C=CC(=C1)C1=NN=NN1C)C=1N=C2N(C=CC(=N2)C=2CC(NC(C2)(C)C)(C)C)C1